BrC=1C(=C(C=NC1)N)N 5-bromo-3,4-diaminopyridine